CC=1N=C2N(C=C(N=C2)NC(=O)C=2C=CC(=C3C=CN=NC23)N2CCN(CC2)C(=O)OC(C)(C)C)C1 tert-butyl 4-[8-([2-methylimidazo[1,2-a]pyrazin-6-yl]carbamoyl)cinnolin-5-yl]piperazine-1-carboxylate